benzyl N-[(S)-[(2S)-5-azido-6-hydroxy-tetrahydropyran-2-yl]-cyclopropyl-methyl]-N-benzyl-carbamate N(=[N+]=[N-])C1CC[C@H](OC1O)[C@@H](N(C(OCC1=CC=CC=C1)=O)CC1=CC=CC=C1)C1CC1